FC1=C(C=CC=C1)[C@H]([C@@H]1CCCC(N1C(=O)OC(C)(C)C)(C)C)O tert-Butyl (S)-6-((R)-(2-fluorophenyl)(hydroxy)methyl)-2,2-dimethylpiperidine-1-carboxylate